1-(2,6-dimethylpyridin-3-yl)-N-((6-(2-fluorophenyl)pyridazin-3-yl)methyl)-1H-1,2,3-triazole-4-carboxamide CC1=NC(=CC=C1N1N=NC(=C1)C(=O)NCC=1N=NC(=CC1)C1=C(C=CC=C1)F)C